FC(COC=1C=C(C=CC1)C1=C(C(=C(C(=C1F)F)NC(=O)C=1C(=NN2C1C=CC=C2)O)F)F)(C)F N-(3'-(2,2-difluoropropoxy)-2,3,5,6-tetrafluoro-[1,1'-biphenyl]-4-yl)-2-hydroxypyrazolo[1,5-a]pyridine-3-carboxamide